P(OCC)(OCC)OCC1=CC=C(C=C1)Br diethyl 4-bromobenzyl phosphite